5-bromo-3-(5-(2,6-dichloro-3-fluorophenyl)-1,3,4-oxadiazol-2-yl)pyridin-2-amine BrC=1C=C(C(=NC1)N)C=1OC(=NN1)C1=C(C(=CC=C1Cl)F)Cl